2-[1-[6-[1-(1-tert-Butoxycarbonyl-4-piperidyl)-5-methyl-triazol-4-yl]-3-cyano-pyrazolo[1,5-a]pyridin-4-yl]oxyethyl]benzoic acid C(C)(C)(C)OC(=O)N1CCC(CC1)N1N=NC(=C1C)C=1C=C(C=2N(C1)N=CC2C#N)OC(C)C2=C(C(=O)O)C=CC=C2